BrC1=NC(=CC(=C1)C(=O)OC(C)(C)C)N1CCCCC1 tert-Butyl 2-bromo-6-(1-piperidyl)pyridine-4-carboxylate